5-Bromo-2,3-dihydro-1H-inden-4-ol BrC1=C(C=2CCCC2C=C1)O